acryloyl-N-(3-(((8-isopropyl-2-((1-methylpiperidin-4-yl)oxy)pyrazolo[1,5-a][1,3,5]triazin-4-yl)amino)methyl)phenyl)piperidine-3-carboxamide C(C=C)(=O)N1CC(CCC1)C(=O)NC1=CC(=CC=C1)CNC1=NC(=NC=2N1N=CC2C(C)C)OC2CCN(CC2)C